OC1CCN(CC1)CC(=O)C1=C(N(C(=C1)C)C1=CC=C(C#N)C=C1)C 4-(3-(2-(4-Hydroxy-piperidin-1-yl)acetyl)-2,5-dimethyl-1H-pyrrol-1-yl)benzonitrile